(S)-6-(((1-(2-(tert-butyl)piperidin-4-yl)-1H-1,2,3-triazol-4-yl)(2-methylpyridin-3-yl)methyl)amino)-8-chloro-4-((3-chloro-2-fluorophenyl)amino)quinoline-3-carbonitrile C(C)(C)(C)C1NCCC(C1)N1N=NC(=C1)[C@H](C=1C(=NC=CC1)C)NC=1C=C2C(=C(C=NC2=C(C1)Cl)C#N)NC1=C(C(=CC=C1)Cl)F